zirconocenedicarboxylic acid [C-]1(C(=CC=C1)C(=O)O)C(=O)O.[CH-]1C=CC=C1.[Zr+2]